5-(2-(5-methyl-2-(2-methylbenzo[d]thiazol-5-yl)piperidin-1-yl)-2-oxoacetamido)Nicotinamide CC1CCC(N(C1)C(C(=O)NC=1C=NC=C(C(=O)N)C1)=O)C=1C=CC2=C(N=C(S2)C)C1